7,8-dihydropyrido[3,2-d]pyrimidine hydrochloride Cl.N1=CN=CC2=C1CCC=N2